ClC1=CC(=NC=2N1N=CC2)C2CCCC2 7-chloro-5-cyclopentyl-pyrazolo[1,5-a]Pyrimidine